C(C1=CC=CC=C1)OC(=O)NC1CCCC2=C(SC(=C2)C(=O)OCC)C1 ethyl 7-(benzyloxycarbonylamino)-5,6,7,8-tetrahydro-4H-cyclohepta[b]thiophene-2-carboxylate